4-(benzylsulfanyl)-1-(2,2-difluoroethyl)pyrazole C(C1=CC=CC=C1)SC=1C=NN(C1)CC(F)F